C(C)OC1CCC(CC1)N1N=C(C(=C1)NC(=O)C1=CC=CC(=N1)C=1C=NC=C(C1)C)C1=NC=CN=C1 N-(1-((1r,4r)-4-ethoxycyclohexyl)-3-(pyrazin-2-yl)-1H-pyrazol-4-yl)-5'-methyl-[2,3'-bipyridine]-6-carboxamide